N,N-dimethyl-arginine CN([C@@H](CCCNC(N)=N)C(=O)O)C